(N-p-toluenesulfonyl)-glycine CC1=CC=C(C=C1)S(=O)(=O)NCC(=O)O